CNS(=O)(=O)N[C@@H]([C@@H](C)CC)C(=O)NCCN1C(C=CC1=O)=O methylsulfamoyl-N1-[2-(2,5-dioxo-2,5-dihydro-1H-pyrrol-1-yl)ethyl]-L-isoleucine amid